ClC1C=2N(C3=C(CC14OCCO4)C=CC=C3)C(=NN2)C2CN(CC2)CC2=NC=CC=C2 chloro-1'-[1-(pyridin-2-ylmethyl)pyrrolidin-3-yl]-4'H,6'H-spiro[1,3-dioxolan-2,5'-[1,2,4]triazolo[4,3-a][1]benzazepine]